NC1=CC=CC(=N1)CCC#N 3-(6-aminopyridin-2-yl)propanenitrile